N1C=NC=C1C=1SC=C(N1)C(=O)NC1=NC=C(C=C1)N1CCCC1 2-(1H-imidazol-5-yl)-N-(5-(pyrrolidin-1-yl)pyridin-2-yl)thiazole-4-carboxamide